ClC=1C=C(C=C(C1)F)C1=CN(C=2C(C(CCC12)(F)F)O)C(F)(F)F 3-(3-chloro-5-fluorophenyl)-6,6-difluoro-1-(trifluoromethyl)-4,5,6,7-tetrahydro-1H-indol-7-ol